1-(6-chloro-2-((1-((1R,2S) or (1S,2R)-2-methoxycyclobutyl)-5-methyl-1H-pyrazol-4-yl)amino)quinazolin-7-yl)-4-methylpiperidin-4-ol ClC=1C=C2C=NC(=NC2=CC1N1CCC(CC1)(O)C)NC=1C=NN(C1C)[C@H]1[C@H](CC1)OC |o1:26,27|